(2s)-2-[(3s)-1-{[2-(difluoromethoxy)-4-{[tri(propan-2-yl)silyl]ethynyl}phenyl](2H2)methyl}piperidin-3-yl]propane-1,2-diol FC(OC1=C(C=CC(=C1)C#C[Si](C(C)C)(C(C)C)C(C)C)C(N1C[C@H](CCC1)[C@](CO)(C)O)([2H])[2H])F